C1(=CC=C(C=C1)[Li])C p-tolyllithium